7-bromo-1-methyl-1,2,3,4-tetrahydroquinoxaline BrC1=CC=C2NCCN(C2=C1)C